NC=1C2=C(N=CN1)N(C(=C2C2=CC=C(C=C2)OC2CC2)C#CC2CN(C2)[C@H]2[C@H](CN(CC2)C(C=C)=O)O)C 1-((3S,4R)-4-(3-((4-amino-5-(4-cyclopropoxyphenyl)-7-methyl-7H-pyrrolo[2,3-d]pyrimidin-6-yl)ethynyl)azetidin-1-yl)-3-hydroxypiperidin-1-yl)prop-2-en-1-one